N=1NC=C2C=C(C=CC12)C1=CSC=2C1=NC(=CC2)C=2C=NN(C2)C 3-(2H-indazol-5-yl)-5-(1-methyl-1H-pyrazol-4-yl)thieno[3,2-b]-pyridine